C1(=CCCCC1)CCC(C(=O)O)OC1=CC=C(C=C1)C=CC(C1=CC=CC=C1)=O 4-(Cyclohexen-1-yl)-2-[4-(3-oxo-3-phenylprop-1-enyl)phenoxy]butanoic acid